tert-butyl (1-((2-(4-bromophenyl)-2-(4-chlorophenyl)-2-hydroxyethyl)amino)-2-methyl-1-oxopropan-2-yl)carbamate BrC1=CC=C(C=C1)C(CNC(C(C)(C)NC(OC(C)(C)C)=O)=O)(O)C1=CC=C(C=C1)Cl